(1R,2S,3R,4R,Z)-7-(cyclopropylmethylene)-N-(4-fluoro-3-(trifluoromethyl)phenyl)-3-(5-(5-(hydroxymethyl)isoxazol-3-yl)-2-methoxybenzamido)bicyclo[2.2.1]heptane-2-carboxamide C1(CC1)\C=C/1\[C@H]2[C@@H]([C@@H]([C@@H]1CC2)NC(C2=C(C=CC(=C2)C2=NOC(=C2)CO)OC)=O)C(=O)NC2=CC(=C(C=C2)F)C(F)(F)F